COCC1=C(N=CC=2NC3=CC=C(C=C3C21)OCCN2CCOCC2)C(=O)OCC ethyl 4-(methoxymethyl)-6-(2-morpholinoethoxy)-9H-pyrido[3,4-b]indole-3-carboxylate